N=1SN=C2C1C=CC(=C2)C(=O)NN benzo[c][1,2,5]thiadiazole-5-carbohydrazide